NC(CCC(C(=O)O)N1C(C=2C(C1=O)=C(C=CC2)[N+](=O)[O-])=O)=O 5-amino-2-(3-nitrophthalimido)-5-oxopentanoic acid